bis(2,2,6,6-tetramethyl piperidyl) sebacate C(CCCCCCCCC(=O)ON1C(CCCC1(C)C)(C)C)(=O)ON1C(CCCC1(C)C)(C)C